4-((5-(methoxycarbonyl)-4-methyl-1H-pyrrol-2-yl)sulfonyl)piperazine-1-carboxylic acid tert-butyl ester C(C)(C)(C)OC(=O)N1CCN(CC1)S(=O)(=O)C=1NC(=C(C1)C)C(=O)OC